N[C@H](CCC1CCOCC1)C=1C(=NC=CC1)N (R)-3-(1-amino-3-(tetrahydro-2H-pyran-4-yl)propyl)pyridin-2-amine